N-(benzyloxycarbonyl)threonine C(C1=CC=CC=C1)OC(=O)N[C@@H]([C@H](O)C)C(=O)O